4-[[4-[[(3R,4R)-1-(2-cyanoacetyl)-4-methyl-3-piperidinyl]-methyl-amino]pyrrolo[2,3-d]pyrimidine-7-carbonyl]amino]butanoic acid (2,5-dioxapyrrolidin-1-yl) ester N1(OCCO1)OC(CCCNC(=O)N1C=CC2=C1N=CN=C2N(C)[C@H]2CN(CC[C@H]2C)C(CC#N)=O)=O